CC1(CCN(CC1)C=1OC2=C(C=C(C=C2C(C1C)=O)C)[C@H](C)NC1=C(C(=O)O)C=CC=C1)C (S)-2-((1-(2-(4,4-dimethylpiperidin-1-yl)-3,6-dimethyl-4-oxo-4H-chromen-8-yl)ethyl)amino)benzoic acid